[6-(difluoromethyl)-5-nitro-indazol-2-yl]Cyclohexanecarboxylic acid ethyl ester C(C)OC(=O)C1(CCCCC1)N1N=C2C=C(C(=CC2=C1)[N+](=O)[O-])C(F)F